FC1([C@H](C=2C(=NN(C2CC1)CCC(C)OC)C(F)(F)F)O)F (4S)-5,5-difluoro-1-(3-methoxybutyl)-3-(trifluoromethyl)-6,7-dihydro-4H-indazol-4-ol